tert-butyl 4-(2-(2-chloro-5-cyanophenyl)-5,7-difluoro-4-oxo-1,4-dihydroquinolin-6-yl)piperazine-1-carboxylate ClC1=C(C=C(C=C1)C#N)C=1NC2=CC(=C(C(=C2C(C1)=O)F)N1CCN(CC1)C(=O)OC(C)(C)C)F